2-(2-methoxyethyl)-2-methyl-1,2,4,7-tetrahydro-3H-pyrrolo[3',2':5,6]pyrido[3,4-b]pyrazin-3-one COCCC1(NC2=C(NC1=O)C=NC1=C2C=CN1)C